3-Amino-6-bromo-4-(7-fluoro-1H-indazol-4-yl)-1H-1,8-phenanthrolin-2-one NC=1C(NC2=C3C=CN=CC3=C(C=C2C1C1=C2C=NNC2=C(C=C1)F)Br)=O